C(CCCC=C)C1=C(C2C(C(C1C2)C(=O)O)C(=O)O)CCCCC=C di(5-hexenyl)bicyclo[2.2.1]hept-5-ene-2,3-dicarboxylic acid